tetra-n-butyl-1,3-dichloro-distannoxane C(CCC)[Sn](O[Sn](Cl)(CCCC)CCCC)(Cl)CCCC